1-(cyclopropanecarbonyl)piperidin C1(CC1)C(=O)N1CCCCC1